CN1N=C(C(=C1)NC1=NC(=C2C(=N1)N(N=C2C=2C=C1C=CNC1=CC2)C(C)C)N)C N6-(1,3-dimethyl-1H-pyrazol-4-yl)-3-(1H-indol-5-yl)-1-isopropyl-1H-pyrazolo[3,4-d]pyrimidine-4,6-diamine